octyl 3-((3-(2-hexyldecanamido)-4-oxo-4-((2-(piperidin-1-yl)ethyl)amino)butyl)thio)propanoate C(CCCCC)C(C(=O)NC(CCSCCC(=O)OCCCCCCCC)C(NCCN1CCCCC1)=O)CCCCCCCC